COC(C1=CC=C(C=C1)C(C(F)(F)F)OS(=O)(=O)C(F)(F)F)=O.C(C1=CC=CC=C1)N(C(CCl)=O)C(C(F)F)CO N-benzyl-2-chloro-N-(1,1-difluoro-3-hydroxypropan-2-yl)acetamide methyl-4-(2,2,2-trifluoro-1-(((trifluoromethyl)sulfonyl)oxy)ethyl)benzoate